NC=1C=C2C(NC(C2=CC1I)=O)=O 5-amino-6-iodo-2,3-dihydro-1H-isoindole-1,3-dione